3,5-bis(2-hydroxy-2-propyl)styrene OC(C)(C)C=1C=C(C=C)C=C(C1)C(C)(C)O